C(=O)(O)CN1CN(C=C1)CCCCCCCCCC 3-carboxymethyl-1-decyl-1H-imidazole